C(C)OC=1C=C(C=CC1F)B(O)O 3-ETHOXY-4-FLUOROPHENYLBORONIC ACID